COCCNC(C)C1=CN=C(C2=CC=CC=C12)OC 2-methoxy-N-(1-(1-methoxyisoquinolin-4-yl)ethyl)ethan-1-amine